(1S,2R)-N-benzyl-N-methyl-1-phenyl-2-(4,4,5,5-tetramethyl-1,3,2-dioxaborolan-2-yl)butan-1-amine C(C1=CC=CC=C1)N([C@@H]([C@@H](CC)B1OC(C(O1)(C)C)(C)C)C1=CC=CC=C1)C